OCCOCCN(C(=O)C=1C=C2C=C(NC2=C(C1)NC1CCOCC1)C1=CC=CC=C1)C N-(2-(2-hydroxyethoxy)ethyl)-N-methyl-2-phenyl-7-((tetrahydro-2H-pyran-4-yl)amino)-1H-indole-5-Carboxamide